C(#N)C=1C(=NC(=NC1)NC)C1=C(N=C(S1)NC(=O)NC1=CC(=C(C=C1)CN1CCN(CC1)C)C(F)(F)F)C 1-(5-(5-cyano-2-(methylamino)pyrimidin-4-yl)-4-methylthiazol-2-yl)-3-(4-((4-methylpiperazin-1-yl)methyl)-3-(trifluoromethyl)phenyl)urea